4-(thiazolylamino)cyclohexanone S1C(=NC=C1)NC1CCC(CC1)=O